C(C=C)(=O)N1CCC(=CC1)C1=C2C(=NC=C1)NC=C2 4-(1-acryloyl-1,2,3,6-tetrahydropyridin-4-yl)-1H-pyrrolo[2,3-b]pyridin